2-((1R,2R)-1-(2-cyano-5-fluorophenyl)-1-(1-(2-(trifluoromethoxy)ethyl)-1H-pyrazol-4-yl)propan-2-yl)-5-hydroxy-N-(isoxazol-4-yl)-1-methyl-6-oxo-1,6-dihydropyrimidine-4-carboxamide C(#N)C1=C(C=C(C=C1)F)[C@@H]([C@@H](C)C=1N(C(C(=C(N1)C(=O)NC=1C=NOC1)O)=O)C)C=1C=NN(C1)CCOC(F)(F)F